C1(CCCC1)N1C(C(=CC2=C1N=C(N=C2)NC2N(CCCC2)C(=O)[O-])C(=C)OCC)=O ((8-cyclopentyl-6-(1-ethoxyvinyl)-7-oxo-7,8-dihydropyrido[2,3-d]pyrimidine-2-yl)amino)piperidine-1-carboxylate